3-Chloro-N-((1r,3r)-3-((8-cyanoquinolin-5-yl)oxy)-2,2,4,4-tetramethylcyclobutyl)-4-(4-formylpiperidin-1-yl)benzamide ClC=1C=C(C(=O)NC2C(C(C2(C)C)OC2=C3C=CC=NC3=C(C=C2)C#N)(C)C)C=CC1N1CCC(CC1)C=O